(R)-3-chloro-1-(5-methylthiophene-2-yl)propan-1-ol ClCC[C@@H](O)C=1SC(=CC1)C